ClC1=NC=C(C(=C1)C1=C(C=NC(=C1)C)C(=O)OC)OC methyl 2'-chloro-5'-methoxy-6-methyl-(4,4'-bipyridine)-3-carboxylate